1,1-dimethyl-7-(4,4,5,5-tetramethyl-1,3,2-dioxaborolan-2-yl)-2,3-dihydropyrrolo[1,2-a]benzimidazole CC1(CCC2=NC3=C(N21)C=C(C=C3)B3OC(C(O3)(C)C)(C)C)C